C1(CC1)CN1C(NC2=CC(=CC=C2C1=S)CN1CCN(CC1)C=1C=CC(=NC1)C(=O)NC)=O 5-(4-((3-(cyclopropylmethyl)-2-oxo-4-thioxo-1,2,3,4-tetrahydroquinazolin-7-yl)methyl)piperazin-1-yl)-N-methylpicolinamide